sodium dimethyl-sulfinate CS(=O)([O-])C.[Na+]